6-((E)-3-(6-((E)-3,5-bis(trifluoromethyl)benzylidene)-5-oxo-5,6,7,8-tetrahydronaphthalen-2-yl)acrylamido)-N-hydroxyhexanamide FC(C=1C=C(\C=C/2\C(C=3C=CC(=CC3CC2)/C=C/C(=O)NCCCCCC(=O)NO)=O)C=C(C1)C(F)(F)F)(F)F